C(C)(C)(C)OC(=O)N1CC2(C1)CCC(CC2)OC2CCNCC2.NC2=CC=C(OC1=CC=C(C=C1)N(S(=O)=O)C1=CC=C(C=C1)OC1=CC=C(C=C1)N)C=C2 bis[4-(4-aminophenoxy)phenyl]sulfonamide tert-butyl-7-(piperidin-4-yloxy)-2-azaspiro[3.5]nonane-2-carboxylate